N-(5-chloropyridin-3-yl)-N-({5-[5-(trifluoromethyl)-1,3,4-oxadiazol-2-yl]-1,3-thiazol-2-yl}methyl)ethane-1-sulfonamide ClC=1C=C(C=NC1)N(S(=O)(=O)CC)CC=1SC(=CN1)C=1OC(=NN1)C(F)(F)F